5-[1-(2-Fluoro-6-methyl-phenyl)-piperidin-4-yl]-2-methyl-7-[(R)-1-(2-trifluoromethyl-phenyl)-ethyl]-2,4,5,7-tetrahydro-pyrazolo[3,4-d]pyrimidin-6-on FC1=C(C(=CC=C1)C)N1CCC(CC1)N1C(N(C=2C(C1)=CN(N2)C)[C@H](C)C2=C(C=CC=C2)C(F)(F)F)=O